ClC=1C(=CC(=C(C1)S(=O)(=O)N(C=1SC=CN1)CC1=CC=C(C=C1)OC)F)N1CC(CC1)CN(CC)CC 5-chloro-4-(3-((diethylamino)methyl)pyrrolidin-1-yl)-2-fluoro-N-(4-methoxybenzyl)-N-(thiazol-2-yl)benzenesulfonamide